(6-(4-(4-chloro-3-(1-methyl-1H-benzo[d]imidazol-2-yl)phenyl)piperazin-1-yl)pyridin-3-yl)dimethylphosphine ClC1=C(C=C(C=C1)N1CCN(CC1)C1=CC=C(C=N1)P(C)C)C1=NC2=C(N1C)C=CC=C2